OC1=CC=C2C(C=C(OC2=C1)C1=CC=C(C=C1)[O-])=O 4-(7-hydroxy-4-oxo-4H-chromen-2-yl)phenolate